(R)-2-oxo-2-((1,1,1-trifluoropropan-2-yl)amino)acetic acid methyl ester COC(C(N[C@@H](C(F)(F)F)C)=O)=O